FC=1C=CC(=C2C=CC=NC12)N[C@@H]1CN(CC1)C(=O)OC(C)(C)C tert-butyl (S)-3-((8-fluoroquinolin-5-yl)amino)pyrrolidine-1-carboxylate